CC1=C(COC=2C=C(C(=O)O)C=CC2C)C(=CC=C1)C 3-((2,6-dimethylbenzyl)oxy)-4-methylbenzoic acid